2-{(8r,8as)-2-[6-nitro-3-phenoxy-2-(trifluoromethyl)phenyl]octahydropyrrolo[1,2-a]pyrazin-8-yl}-1H-isoindole-1,3(2H)-dione [N+](=O)([O-])C1=CC=C(C(=C1N1C[C@@H]2N(CC1)CC[C@H]2N2C(C1=CC=CC=C1C2=O)=O)C(F)(F)F)OC2=CC=CC=C2